NC1=C(C=NN1C(C)C)C(=O)OCC ethyl 5-amino-1-(prop-2-yl)pyrazole-4-carboxylate